2-(6-(4-Cyclopropyl-6-methoxypyrimidin-5-yl)-1-(4-(1-methyl-4-(trifluoromethyl)-1H-imidazol-2-yl)benzyl)-2-oxo-1,2-dihydro-3H-imidazo[4,5-c]pyridin-3-yl)acetonitrile C1(CC1)C1=NC=NC(=C1C1=CC2=C(C=N1)N(C(N2CC2=CC=C(C=C2)C=2N(C=C(N2)C(F)(F)F)C)=O)CC#N)OC